FC(CC(C=O)NC(OC(C)(C)C)=O)(F)F tert-butyl N-(3,3,3-trifluoro-1-formyl-propyl)carbamate